OC=1C(=C(C=NC1C)COP(O)(O)=O)/C=N/OC[C@H]1CNCC1 ({5-hydroxy-6-methyl-4-[(E)-({[(3R)-pyrrolidin-3-yl]methoxy}imino)methyl]pyridin-3-yl}methoxy)phosphonic acid